C12=CC=CC=C2C(C1)NC(=O)C=1C=2N(N=CC1)C(=C(N2)C2CC2)C(=O)N N8-(7-bicyclo[4.2.0]octa-1,3,5-trienyl)-2-cyclopropyl-imidazo[1,2-b]pyridazine-3,8-dicarboxamide